(2R,4S)-N-[1-(1-tert-butyl-3-methyl-pyrazol-4-yl)ethyl]-1-[(2R)-2-(4-cyclopropyltriazol-1-yl)-3,3-dimethyl-butanoyl]-4-hydroxy-pyrrolidine-2-carboxamide C(C)(C)(C)N1N=C(C(=C1)C(C)NC(=O)[C@@H]1N(C[C@H](C1)O)C([C@@H](C(C)(C)C)N1N=NC(=C1)C1CC1)=O)C